C(C1=CC=CC=C1)NCC1=NC=2N(C(=C1)O)N=C(N2)NC(C2=CC=CC=C2)=O N-(5-((benzylamino)methyl)-7-hydroxy-[1,2,4]triazolo[1,5-a]pyrimidin-2-yl)benzamide